COC1=CC2=C(N(C(N2C)=O)C)C=C1[N+](=O)[O-] 5-Methoxy-1,3-dimethyl-6-nitro-1,3-dihydro-2H-benzo[d]imidazol-2-one